8-acetyl-6-methyl-2-(1-piperidinyl)chromen-4-one C(C)(=O)C=1C=C(C=C2C(C=C(OC12)N1CCCCC1)=O)C